C1(CCC1)OCCN(CCC(C(=O)O)NC(C1=C(C=CC=C1)C(F)(F)F)=O)CCCCC1=NC=2NCCCC2C=C1 4-[2-(cyclobutoxy)ethyl-[4-(5,6,7,8-tetrahydro-1,8-naphthyridin-2-yl)butyl]amino]-2-[[2-(trifluoromethyl)benzoyl]amino]butanoic acid